C\C(=C/C=O)\C=C\C=C(\C=C\C1=C(CCCC1(C)C)C)/C (2E,4E,6E,8E)-3,7-dimethyl-9-(2,6,6-trimethylcyclohex-1-en-1-yl)non-2,4,6,8-tetraenal